3,3-dimethoxypropionic acid methyl ester COC(CC(OC)OC)=O